C(=CCCCCCCCCCCCCCCCC)=O 1-Octadecenal